3-(5-((1S,4R,5R)-5-((5-cyclopropyl-3-(2,6-dichlorophenyl)isoxazol-4-yl)methoxy)-3-oxo-2-azabicyclo[2.2.1]heptan-2-yl)pyridin-2-yl)propanoate C1(CC1)C1=C(C(=NO1)C1=C(C=CC=C1Cl)Cl)CO[C@H]1[C@@H]2C(N([C@H](C1)C2)C=2C=CC(=NC2)CCC(=O)[O-])=O